N1=C(C=CC=2CCCNC12)CC[C@H]1C[C@H](C1)OCC[C@H](NCC1=C(N=C(C=C1C)C)C)C(=O)O O-(cis-3-(2-(5,6,7,8-tetrahydro-1,8-naphthyridin-2-yl)ethyl)cyclobutyl)-N-(2,4,6-trimethylnicotinyl)homoserine